C(C)OC(CCC1=NC=2C(=NC=CC2)N1CC1=CC=CC=C1)=O 3-(3-benzyl-3H-imidazo[4,5-b]pyridin-2-yl)-propionic acid ethyl ester